P(O)(=O)(OP(=O)(O)OP(=O)(O)O)OC[C@@H]1[C@H]([C@H]([C@@H](O1)N1C=NC=2C(=O)NC(=O)NC12)O)O xanthosine 5'-triphosphate